BrC=1C=C(C=CC1)C1=CC(=C(N1)CC1CC1)C=1SC(=C(N1)C(=O)OC)C methyl 2-(5-(3-bromophenyl)-2-(cyclopropylmethyl)-1H-pyrrol-3-yl)-5-methylthiazole-4-carboxylate